N-((7-(5-(difluoromethyl)-1,3,4-oxadiazol-2-yl)imidazo[1,2-a]pyridin-2-yl)methyl)-1-ethyl-N-(3-fluorophenyl)-piperidine-4-sulfonamide FC(C1=NN=C(O1)C1=CC=2N(C=C1)C=C(N2)CN(S(=O)(=O)C2CCN(CC2)CC)C2=CC(=CC=C2)F)F